1,2-bis-diphenylphosphinoethylpalladium chloride C1(=CC=CC=C1)P(C(CP(C1=CC=CC=C1)C1=CC=CC=C1)[Pd]Cl)C1=CC=CC=C1